(S)-2-(3-((dimethylamino)methyl)piperidin-1-yl)-4-ethoxy-N-(8-fluoro-2-methylimidazo[1,2-a]pyridin-6-yl)pyrimidine-5-carboxamide formate C(=O)O.CN(C)C[C@H]1CN(CCC1)C1=NC=C(C(=N1)OCC)C(=O)NC=1C=C(C=2N(C1)C=C(N2)C)F